COC(=O)C=1N=CN(C1)CC1=C(C(=C(C=C1)OCC1=C(C=C(C=C1)C(F)(F)F)F)F)F 1-(2,3-Difluoro-4-((2-fluoro-4-(trifluoromethyl)benzyl)oxy)benzyl)-1H-imidazole-4-carboxylic acid methyl ester